COC(=O)C=1C(=NN(C1S(=O)(=O)NC(CCC(=O)O)=O)C)C 4-(4-(methoxycarbonyl)-1,3-dimethyl-1H-pyrazole-5-sulfonylamino)-4-oxobutanoic acid